N[C@@H]1C2=CC=CC=C2CC12CCN(CC2)C=2NC(C1=C(N2)NN=C1C=1C=2C=C(C=NC2CCC1)C(F)(F)F)=O (S)-6-(1-amino-1,3-dihydrospiro[indene-2,4'-piperidin]-1'-yl)-3-(3-(trifluoromethyl)-7,8-dihydroquinolin-5-yl)-1,5-dihydro-4H-pyrazolo[3,4-d]pyrimidin-4-one